ClC=1C(=C(C(=C(C1)C(C)Cl)OCC)C=1C=CC(=NC1)C)C 5-(3-chloro-5-(1-chloroethyl)-6-ethoxy-2-methylphenyl)-2-methylpyridine